benzyl (1-(2-(piperidin-4-yl)acetyl)piperidin-4-yl)carbamate N1CCC(CC1)CC(=O)N1CCC(CC1)NC(OCC1=CC=CC=C1)=O